FC([C@H]1N(C(OC1)=O)C=1N=C2N(CCOC3=C2C=CC(=C3)N3C(CCC3)C(=O)N)C1C)F 1-(2-((S)-4-(Difluoromethyl)-2-oxooxazolidin-3-yl)-3-methyl-5,6-dihydrobenzo[f]imidazo[1,2-d][1,4]oxazepin-9-yl)pyrrolidine-2-carboxamide